methyl 5-((3-(4-(methylthio)phenyl)-6-oxopyridazin-1(6H)-yl)methyl)furan-2-carboxylate CSC1=CC=C(C=C1)C1=NN(C(C=C1)=O)CC1=CC=C(O1)C(=O)OC